C1(=C(C=CC=C1)C1=CC=CC=2C3=CC=CC=C3NC12)C=1C(=CC=CC1)C1=CC=CC=C1 (terphenylyl)carbazole